CC1OCC=2C=NC=3C=CC(=CC3C21)C(=O)N[C@H]2COC1=C2C=CC(=C1)C(F)(F)F methyl-N-((3R)-6-(trifluoro-methyl)-2,3-dihydro-1-benzofuran-3-yl)-1,3-dihydrofuro[3,4-c]quinoline-8-carboxamide